[N+](=O)([O-])C1=CC=C(OC(=O)OCCSC23CC4CC(CC(C2)C4)C3)C=C1 3-((2-(((4-nitrophenoxy)carbonyl)oxy)ethyl)thio)adamantan